Benzyl 3-((3R,5S)-1-(8-cyanoquinoxalin-5-yl)-5-methylpiperidin-3-ylamino)-1,1,1-trifluoro-3-oxopropan-2-ylcarbamate C(#N)C=1C=CC(=C2N=CC=NC12)N1C[C@@H](C[C@@H](C1)C)NC(C(C(F)(F)F)NC(OCC1=CC=CC=C1)=O)=O